C1(CCC1)CC1=CN(C=2C1=NC=C(C2)C=2C(=NOC2C)COC)C2=C(C=C(C(=O)O)C=C2OCC)OCC 4-(3-(cyclobutylmethyl)-6-(3-(methoxymethyl)-5-methylisoxazol-4-yl)-1H-pyrrolo[3,2-b]pyridin-1-yl)-3,5-diethoxybenzoic acid